FC(C1(CC1)C(=O)[O-])(F)F 1-(trifluoromethyl)cyclopropanecarboxylate